ClC1=CC=C(C=C1)[C@H]([C@@H]1[C@H]([C@H]([C@@H](O1)N1C=CC2=C1NC=NC2=NO)O)O)O 7-((2R,3R,4S,5R)-5-((R)-(4-chlorophenyl)(hydroxy)methyl)-3,4-dihydroxytetrahydrofuran-2-yl)-1,7-dihydro-4H-pyrrolo[2,3-d]pyrimidin-4-one oxime